1-[2-[4-(2-chlorophenyl)-2-oxo-chromen-7-yl]oxypropanoyl]-3-methyl-piperidine-3-carboxylic acid ClC1=C(C=CC=C1)C1=CC(OC2=CC(=CC=C12)OC(C(=O)N1CC(CCC1)(C(=O)O)C)C)=O